NC1=NC=CC=C1C1=NC=2C(=NC=CC2)N1C1=CC=C(C=C1)C(N1CCC(CC1)N(C(OC(C)(C)C)=O)C([2H])([2H])[2H])([2H])[2H] Tert-butyl (1-((4-(2-(2-aminopyridin-3-yl)-3H-imidazo[4,5-b]pyridin-3-yl)phenyl)methyl-d2)piperidin-4-yl)(methyl-d3)carbamate